5-{[5-(3-Chlorophenyl)-6-methoxypyridin-3-yl]methyl}pyrazin ClC=1C=C(C=CC1)C=1C=C(C=NC1OC)CC=1N=CC=NC1